(R)-4-(((3-((2-((3S,4R)-3-fluoro-4-hydroxy-3-methylpiperidin-1-yl)pyrimidin-4-yl)amino)-5-isopropylisoquinolin-8-yl)oxy)methyl)-1-methylpyrrolidin-2-one F[C@]1(CN(CC[C@H]1O)C1=NC=CC(=N1)NC=1N=CC2=C(C=CC(=C2C1)C(C)C)OC[C@@H]1CC(N(C1)C)=O)C